3-((3-exo)-3-((6-(methoxymethyl)-4-((5-methyl-1H-pyrazol-3-yl)amino)thieno[2,3-d]pyrimidin-2-yl)amino)-8-azabicyclo[3.2.1]oct-8-yl)propionitrile COCC1=CC2=C(N=C(N=C2NC2=NNC(=C2)C)NC2CC3CCC(C2)N3CCC#N)S1